C(C)(C)(C)OC(=O)N(C(C)C1=CC(=C2C(=N1)C=CO2)B(O)O)CC (5-(1-((Tert-butoxycarbonyl)(ethyl)amino)ethyl)furo[3,2-b]pyridin-7-yl)boronic acid